2-Butylheptanol C(CCC)C(CO)CCCCC